BrC=1C=C(N(N1)COC)C(=O)NC1=C(C=C(C=C1C)Cl)C(N)=O 5-bromo-N-(2-carbamoyl-4-chloro-6-methyl-phenyl)-2-(methoxymethyl)pyrazole-3-carboxamide